(2-{3,3-dimethyl-2-oxa-8-azaspiro[4.5]decan-8-yl}-3-fluorophenyl)ethan-1-one tert-Butyl-(1R,5S)-3,3-difluoro-8-azabicyclo[3.2.1]octane-8-carboxylate C(C)(C)(C)OC(=O)N1[C@H]2CC(C[C@@H]1CC2)(F)F.CC2(OCC1(C2)CCN(CC1)C1=C(C=CC=C1F)C(C)=O)C